tert-Butyl 1-(benzyl(methyl)amino)-2-methyl-1-oxopropan-2-ylcarbamate C(C1=CC=CC=C1)N(C(C(C)(C)NC(OC(C)(C)C)=O)=O)C